(S)-1'-(5-((3-(trifluoromethyl)pyrazin-2-yl)thio)pyrazin-2-yl)-5,7-dihydrospiro[cyclopenta[b]pyridine-6,4'-piperidin]-7-amine FC(C=1C(=NC=CN1)SC=1N=CC(=NC1)N1CCC2(CC1)CC=1C(=NC=CC1)[C@H]2N)(F)F